PYRAZOLO[1,5-A]PYRIDIN-3-YLBORONIC ACID N1=CC(=C2N1C=CC=C2)B(O)O